C(C)(C)(C)P(C1=CC=C(C=C1)OC(F)(F)F)C(C)(C)C di-(tert-butyl)(4-trifluoromethoxyphenyl)phosphine